N-(5-(6-(4-(tert-butyl)-2-(tetrahydrofuran-3-yl)phenyl)-1-oxo-3,4-dihydroisoquinolin-2(1H)-yl)-2-((2-methoxyethoxy)methoxy)phenyl)methanesulfonamide C(C)(C)(C)C1=CC(=C(C=C1)C=1C=C2CCN(C(C2=CC1)=O)C=1C=CC(=C(C1)NS(=O)(=O)C)OCOCCOC)C1COCC1